O=C1NC(CCC1N1C(C2=CC=C(C=C2C1=O)N1CC(C1)C(=O)N)=O)=O 1-(2-(2,6-dioxopiperidin-3-yl)-1,3-dioxoisoindolin-5-yl)azetidine-3-carboxamide